FC(C1=CC=C(C=C1)N1N=NC(=C1COC1=CC=C(N=N1)OC1CN(C1)C(C)=O)C)F 1-(3-((6-((1-(4-(difluoromethyl)phenyl)-4-methyl-1H-1,2,3-triazol-5-yl)methoxy)pyridazin-3-yl)oxy)azetidin-1-yl)ethan-1-one